sodium 4,4'-isopropylidenediphenol C(C)(C)(C1=CC=C(C=C1)O)C1=CC=C(C=C1)O.[Na]